C1(=CC=CC=C1)C(C)NC1=NC=NC2=CC=C(C=C12)C=1C=C2C(=NC1)NC(N2)=O 6-(4-((1-phenylethyl)amino)quinazolin-6-yl)-1,3-dihydro-2H-imidazo[4,5-b]pyridin-2-one